BrC1=CC(=C(C=C1)C1=C(C=NN1CC)C(=O)OCC)F Ethyl 5-(4-bromo-2-fluorophenyl)-1-ethylpyrazole-4-carboxylate